ClC1=C(C#N)C=CC=C1C1CC(C1)=O 2-chloro-3-(3-oxocyclobutyl)benzonitrile